ClC1=NC(=NC=C1C(F)(F)F)NC=1C(=CC(=NC1)N1[C@H]2CN([C@@H](C1)C2)C(=O)OC(C)(C)C)C2CC2 tert-butyl (1R,4R)-5-(5-((4-chloro-5-(trifluoromethyl)pyrimidin-2-yl)amino)-4-cyclopropylpyridin-2-yl)-2,5-diazabicyclo[2.2.1]heptane-2-carboxylate